N1N=NN=C1C1=C(C=O)C=CC=C1 2-(1H-tetrazol-5-yl)benzaldehyde